[(3aR,4R,6R,6aR)-4-[2-chloro-6-(5'-fluorospiro[cyclopentane-1,3'-indoline]-1'-yl)purin-9-yl]-2,2-dimethyl-3a,4,6,6a-tetrahydrofuro[3,4-d][1,3]dioxol-6-yl]methanol ClC1=NC(=C2N=CN(C2=N1)[C@@H]1O[C@@H]([C@H]2OC(O[C@H]21)(C)C)CO)N2CC1(C3=CC(=CC=C23)F)CCCC1